strontium-iron-oxide [O-2].[Fe+2].[Sr+2].[O-2]